ClC1=C(C=C(OCC(=O)NC23CC(C(CC2)(CC3)C(=O)NCC3=CC(=CC=C3)C)O)C=C1)F 4-[2-(4-chloro-3-fluorophenoxy)acetamido]-2-hydroxy-N-[(3-methylphenyl)methyl]bicyclo[2.2.2]octane-1-carboxamide